CC=1C=2N(C=C(N1)C)N=C(C2)C2=NC1=CC=C(C=C1C(N2)=O)N2C[C@@H]1N(CC2)CCC1 (R)-2-(4,6-Dimethylpyrazolo[1,5-a]pyrazin-2-yl)-6-(hexahydropyrrolo[1,2-a]pyrazin-2(1H)-yl)quinazolin-4(3H)-one